ethyl 2-(3-bromo-4,5-dichloro-6-oxo-pyridazin-1-yl)propanoate BrC1=NN(C(C(=C1Cl)Cl)=O)C(C(=O)OCC)C